FC(C1=NN=C(O1)C1=C(C=C(C=C1)CC(=O)N)S(NCC1=C(C=C(C=C1)OC)OC)(=O)=O)F 4-[5-(difluoromethyl)-1,3,4-oxadiazol-2-yl]-3-[(2,4-dimethoxybenzyl)sulfamoyl]Phenyl-acetamide